4-[(1S,4S,5R)-5-{[3-(2,6-dichlorophenyl)-5-(1-fluorocyclopropyl)-1,2-oxazol-4-yl]methoxy}-2-azabicyclo[2.2.1]heptan-2-yl]benzoic acid ClC1=C(C(=CC=C1)Cl)C1=NOC(=C1CO[C@H]1[C@@H]2CN([C@H](C1)C2)C2=CC=C(C(=O)O)C=C2)C2(CC2)F